N-(3,6-dioxaheptyl)-2,2-di(2-propenyl)-4-pentylamine C(COCCOC)NC(CC(C)(CC=C)CC=C)C